[N+](=O)([O-])C1=CC=C(C=C1)N(C(O)=O)CCOCCNC(=O)OC(C)(C)C.O=C1NC(C2=CC(=CC=C12)OC1=CC=C(C=C1)NC(C1=CC(=CC=C1)C)=O)=O N-(4-((1,3-dioxoisoindolin-5-yl)oxy)phenyl)-3-methyl-benzamide 4-nitrophenyl-(2-(2-((tert-butoxycarbonyl)amino)ethoxy)ethyl)carbamate